4-((4-(2-(2,6-dioxopiperidin-3-yl)-1-oxoisoindolin-5-yl)piperidin-1-yl)methyl)-N,N-dimethylbenzene-sulfonamide O=C1NC(CCC1N1C(C2=CC=C(C=C2C1)C1CCN(CC1)CC1=CC=C(C=C1)S(=O)(=O)N(C)C)=O)=O